(E)-triphenyl-4-chlorostyrene C1(=CC=CC=C1)C(=C(C1=CC=CC=C1)C1=CC=CC=C1)C1=CC=C(C=C1)Cl